N-[[2-[3-ethylsulfonyl-5-(2,2,2-trifluoroethoxy)-2-pyridyl]-1,3-benzoxazol-5-yl]-oxo-(trifluoromethyl)-λ6-sulfanylidene]acetamide C(C)S(=O)(=O)C=1C(=NC=C(C1)OCC(F)(F)F)C=1OC2=C(N1)C=C(C=C2)S(=NC(C)=O)(C(F)(F)F)=O